2-chloro-4-((2-(6-methylpyridin-2-yl)ethyl)amino)pyrimidin-5-carboxamide ClC1=NC=C(C(=N1)NCCC1=NC(=CC=C1)C)C(=O)N